O=C1NC2=C(OC1)C(=CC(=C2)C(=O)OCC)B2OC(C(O2)(C)C)(C)C ethyl 3-oxo-8-(4,4,5,5-tetramethyl-1,3,2-dioxaborolan-2-yl)-3,4-dihydro-2H-benzo[b][1,4]oxazine-6-carboxylate